CN1N=C(C(=C1)NC=1N=C(C2=C(N1)N(C=C2C2=C1C=NNC1=C(C=C2)C)C(C)C)N)C N2-(1,3-dimethyl-1H-pyrazol-4-yl)-7-isopropyl-5-(7-methyl-1H-indazol-4-yl)-7H-pyrrolo[2,3-d]pyrimidine-2,4-diamine